(1-(7-ethynylquinolin-5-yl)cyclopropyl)-2-methyl-5-((1-methylazetidin-2-yl)methoxy)benzamide C(#C)C1=CC(=C2C=CC=NC2=C1)C1(CC1)C=1C(=C(C(=O)N)C=C(C1)OCC1N(CC1)C)C